OC=1C=C2C=NNC2=CC1 5-hydroxy-1H-indazol